2-iodo-6,7-dihydrobenzofuran-4-one IC=1OC2=C(C1)C(CCC2)=O